6-(2-hydroxy-2-methylpropoxy)-4-(6-(6-((4-(trifluoromethyl)thiazol-2-yl)methyl)-3,6-diazabicyclo[3.1.1]heptan-3-yl)pyridin-3-yl)pyrazolo[1,5-a]pyridine-3-carbonitrile OC(COC=1C=C(C=2N(C1)N=CC2C#N)C=2C=NC(=CC2)N2CC1N(C(C2)C1)CC=1SC=C(N1)C(F)(F)F)(C)C